FC(CN1C(C2=C(C(=C1)F)N(C=C2[N+](=O)[O-])C)=O)F 5-(2,2-Difluoroethyl)-7-fluoro-1-methyl-3-nitro-1H-pyrrolo[3,2-c]pyridin-4(5H)-one